4-((7-((adamantan-1-yl)amino)heptyl)oxy)-2-(2,6-dioxopiperidin-3-yl)-7-fluoroisoindoline-1,3-dione C12(CC3CC(CC(C1)C3)C2)NCCCCCCCOC2=C3C(N(C(C3=C(C=C2)F)=O)C2C(NC(CC2)=O)=O)=O